COC1=C(C=CC=C1)CCCN1C[C@@H]2[C@@H](N3C4=C(C=CC=C24)OCC3)CC1 (6bR,10aS)-8-(3-(2-methoxyphenyl)propyl)-1,2,6b,7,8,9,10,10a-octahydro-[1,4]oxazino[2,3,4-hi]pyrido[4,3-b]indole